(benzyl 2-(6-chloroimidazo[1,5-a]pyrazin-3-yl) propan-2-yl) carbamate C(N)(OC(C)(CCC1=CC=CC=C1)C1=NC=C2N1C=C(N=C2)Cl)=O